NCOC1=CC=CC(=C1)OCN 2,4-diaminomethoxybenzene